1-(((5S,7S)-3-(6-chloro-4-methylpyridin-3-yl)-7-methyl-2-oxo-1-oxa-3-azaspiro[4.5]decane-7-yl)methyl)-1H-benzo[d]imidazole-6-carbonitrile ClC1=CC(=C(C=N1)N1C(O[C@]2(C1)C[C@@](CCC2)(C)CN2C=NC1=C2C=C(C=C1)C#N)=O)C